C1OCC12CC(C2)O 2-oxaspiro[3.3]heptane-6-ol